ClC1=C(C(=O)O)C=CC(=C1)NC=1C=2N(C=CN1)C(=CN2)C2=C(C(=C(C=C2)OCC#N)F)F 2-chloro-4-[[3-[4-(cyanomethoxy)-2,3-difluoro-phenyl]imidazo[1,2-a]pyrazin-8-yl]amino]benzoic acid